C(C)(C)(C)OC(=O)NCC1=CC=C(C=C1)O tert-Butoxycarbonyl-4-hydroxybenzylamine